C(#N)[C@H](C[C@@H]1C(NCC1)=O)NC(=O)[C@@H]1N(C2CCC1CC2)C(=O)C=2NC1=CC=CC(=C1C2)OC (R)-N-((S)-1-cyano-2-((R)-2-oxopyrrolidin-3-yl)ethyl)-2-(4-methoxy-1H-indole-2-carbonyl)-2-azabicyclo[2.2.2]octane-3-carboxamide